2-pyridyl-silane N1=C(C=CC=C1)[SiH3]